C(#N)C=1C=C(C=CC1)N1N=C(N=C1)C(=O)O 1-(3-cyanophenyl)-1H-1,2,4-triazole-3-carboxylic acid